[6-(5-cyclopropyl-4H-1,2,4-triazol-3-yl)-2-azaspiro[3.3]heptan-2-yl]-[3-[[2-fluoro-5-(trifluoromethyl)phenyl]methylamino]azetidin-1-yl]methanone C1(CC1)C=1NC(=NN1)C1CC2(CN(C2)C(=O)N2CC(C2)NCC2=C(C=CC(=C2)C(F)(F)F)F)C1